2-(1-phenylcyclopropyl)-6-(2-(3'-(trifluoromethoxy)-[1,1'-biphenyl]-3-yl)acetyl)-3,5,6,7,8,9-hexahydro-4H-pyrimido[5,4-c]azepin-4-one C1(=CC=CC=C1)C1(CC1)C=1NC(C=2CN(CCCC2N1)C(CC=1C=C(C=CC1)C1=CC(=CC=C1)OC(F)(F)F)=O)=O